N-(1-(3-chlorophenyl)-2-hydroxyethyl)-1-(5-methyl-2-((1-methylpiperidin-3-yl)-amino)pyrimidin-4-yl)-1H-pyrrole-3-carboxamide ClC=1C=C(C=CC1)C(CO)NC(=O)C1=CN(C=C1)C1=NC(=NC=C1C)NC1CN(CCC1)C